C(C1=CC=CC=C1)OC(=O)N[C@H]1CN(CCCC1=O)C(=O)OCC1=CC=CC=C1 benzyl (S)-3-(((benzyloxy)carbonyl)amino)-4-oxoazepane-1-carboxylate